COC1(CCOCC1)CN[C@@H]1[C@H](CCCC1)OC=1C=C2CN(C(C2=CC1)=O)C1C(NC(CC1)=O)=O 3-(5-(((1S,2S)-2-(((4-methoxytetrahydro-2H-pyran-4-yl)methyl)amino)cyclohexyl)oxy)-1-oxoisoindolin-2-yl)piperidine-2,6-dione